N1=CC(NC=C1)=O Pyrazin-3(4H)-one